tert-butyl (2-(4-(((3R,4R)-1-(2-cyanoacetyl)-4-methylpiperidin-3-yl)(methyl)amino)-7H-pyrrolo[2,3-d]pyrimidine-7-carboxamido)cyclohexyl)carbamate C(#N)CC(=O)N1C[C@@H]([C@@H](CC1)C)N(C=1C2=C(N=CN1)N(C=C2)C(=O)NC2C(CCCC2)NC(OC(C)(C)C)=O)C